O=C1N(CCC(N1)=O)C1=CC=C(CNC(=O)C2=CC3=C(O2)C(C2=CC=CC=C2C3=O)=O)C=C1 N-(4-(2,4-dioxotetrahydropyrimidin-1(2H)-yl)benzyl)-4,9-dioxo-4,9-dihydronaphtho[2,3-b]furan-2-carboxamide